(S,S)-(+)-2,3-dimethoxy-1,4-bis(dimethylamino)butane CN(C)C[C@@H]([C@H](CN(C)C)OC)OC